COC1=C(CCNC(OC(C)(C)C)=O)C=C(C(=C1)C)OC tert-butyl (2,5-dimethoxy-4-methylphenethyl)carbamate